BrC1=C(C=C(C=C1)[C@@H]1N(C[C@H](C1)O[Si](C1=CC=CC=C1)(C1=CC=CC=C1)C(C)(C)C)C(=O)OC(C)(C)C)F tert-butyl (trans)-2-(4-bromo-3-fluorophenyl)-4-((tert-butyldiphenylsilyl)oxy)pyrrolidine-1-carboxylate